CC1=C(C=C(COC2CNC2)C=C1)C(F)(F)F 3-((4-Methyl-3-(trifluoromethyl)benzyl)oxy)azetidine